FC(OC1=NNC2=CN=C(C(=C21)C2=CC(=C(C=C2)S(=O)(=O)C(F)F)C)C(=O)NCCOC)F 3-(difluoromethoxy)-4-[4-(difluoromethylsulfonyl)-3-methyl-phenyl]-N-(2-methoxyethyl)-1H-pyrazolo[3,4-c]pyridine-5-carboxamide